O1CCC2=C1C=C(C=C2)C(C)N2CCN(CC2)C2=CC=C(C=C2)S(=NC(C(F)(F)F)=O)(=O)C N-((4-(4-(1-(2,3-dihydrobenzofuran-6-yl)ethyl)piperazin-1-yl)phenyl)(methyl)(oxo)-λ6-sulfanylidene)-2,2,2-trifluoroacetamide